7-(8-ethynylnaphthalen-1-yl)-8-fluoro-2-(((2R,7aS)-2-fluorotetrahydro-1H-pyrrolizin-7a(5H)-yl)methoxy)-4-((3aR,6aS)-hexahydropyrrolo[3,4-c]pyrrol-2(1H)-yl)pyrido[4,3-d]pyrimidine C(#C)C=1C=CC=C2C=CC=C(C12)C1=C(C=2N=C(N=C(C2C=N1)N1C[C@@H]2CNC[C@@H]2C1)OC[C@]12CCCN2C[C@@H](C1)F)F